NC1=C(C2=C(N=C(O2)C=2C=NN(C2)C)C=C1C(=O)N)C1=C(C(=CC=C1C)O)C 6-amino-7-(3-hydroxy-2,6-dimethylphenyl)-2-(1-methyl-1H-pyrazol-4-yl)benzo[d]oxazole-5-carboxamide